FC1=CC(=C2C(=CNC2=C1)C(C(=O)Cl)=O)OC 2-(6-fluoro-4-methoxy-1H-indol-3-yl)-2-oxoacetyl chloride